iridium(III) bis(phenyl-methylpyridine) C1(=CC=CC=C1)C=1C(=NC=CC1)C.C1(=CC=CC=C1)C=1C(=NC=CC1)C.[Ir+3]